C(=O)(OC(C)(C)C)N(C)CCCN 3-(N-Boc-N-methylamino)-propylamine